N-cyclopropyl-2-fluoro-4-((5-(5-(((1r,4r)-4-hydroxycyclohexyl)oxy)-2-methylpyridin-4-yl)pyrazolo[1,5-a]pyridin-2-yl)amino)-6-methoxybenzamide C1(CC1)NC(C1=C(C=C(C=C1OC)NC1=NN2C(C=C(C=C2)C2=CC(=NC=C2OC2CCC(CC2)O)C)=C1)F)=O